FC(S(=O)(=O)OC=1C=C2C[C@H](N([C@@H](C2=CC1)C1=NC=C(C=C1)NC1CN(C1)CCCF)CC(C)(C)F)C)(F)F (1S,3R)-2-(2-fluoro-2-methylpropyl)-1-(5-((1-(3-fluoropropyl) azetidin-3-yl) amino) pyridin-2-yl)-3-methyl-1,2,3,4-tetrahydroisoquinolin-6-yl trifluoromethanesulfonate